methyl 2-[[(2,4-dimethoxyphenyl)methyl]amino]quinazoline-6-carboxylate COC1=C(C=CC(=C1)OC)CNC1=NC2=CC=C(C=C2C=N1)C(=O)OC